ClC=1C=C(C=CC1)S(=O)(=O)N[C@@H]1CC[C@H](OC1)CN1CCC2(CN(C2)C2=NC=NC=C2OC2=C(C(=O)N(C(C)C)CC)C=C(C=C2)F)CC1 2-((4-(7-(((2S,5R)-5-((3-Chlorophenyl)sulfonamido)tetrahydro-2H-pyran-2-yl)methyl)-2,7-diazaspiro[3.5]nonan-2-yl)pyrimidin-5-yl)oxy)-N-ethyl-5-fluoro-N-isopropylbenzamide